BrC1=C(C=C(C=C1C)OC)C 2-bromo-5-methoxy-1,3-xylene